FC(S(=O)(=O)OC1=CCC2=CC=CC=C12)(F)F inden-3-yl trifluoromethanesulfonate